ClC1=C(C=C(C=C1Cl)F)C1=C(C=C2N1N=CC(=C2N(C)C)C(=O)N[C@H]2CCOC1=C2C=CC=C1)C 7-(2,3-dichloro-5-fluorophenyl)-N-[(4S)-3,4-dihydro-2H-1-benzopyran-4-yl]-4-(dimethylamino)-6-methylpyrrolo[1,2-b]pyridazine-3-carboxamide